C(#N)CC1CCC(CC1)N1C(=NC=2C1=C1C(=NC2)N(C=C1)S(=O)(=O)C1=CC=CC=C1)CC(=O)NCC(C)(C)O 2-(1-((1r,4r)-4-(cyanomethyl)cyclohexyl)-6-(phenylsulfonyl)-1,6-dihydroimidazo[4,5-d]pyrrolo[2,3-b]pyridin-2-yl)-N-(2-hydroxy-2-methylpropyl)acetamide